CC(C(N(CC)CC)(C)C)(C)C pentamethyltriethylamine